FC1=C(C#N)C(=CC(=C1)CC(C)C)C1=CC(N(C=C1)CC=1N=NC=CC1)=O 2-fluoro-4-isobutyl-6-(2-oxo-1-(pyridazin-3-ylmethyl)-1,2-dihydropyridin-4-yl)benzonitrile